2-[2-({5-[(1,1-dioxo-1λ6-thiolan-3-yl)methyl]-4-methyl-4H-1,2,4-triazol-3-yl}sulfanyl)acetamido]-4,5,6,7-tetrahydro-1-benzothiophene-3-carboxamide O=S1(CC(CC1)CC=1N(C(=NN1)SCC(=O)NC=1SC2=C(C1C(=O)N)CCCC2)C)=O